NC1=C(C(=NN1C1(N(CCC1)C(=O)[O-])COC)Br)C#N 5-amino-3-bromo-4-cyano-1H-pyrazol-1-yl-2-(methoxymethyl)pyrrolidine-1-carboxylate